NC1=NN2C(C=C(C=C2)C=2C=C(C(=NC2)C)C(=O)NCC2=C(C=CC=C2)OCC2CCCCC2)=N1 5-{2-amino-[1,2,4]triazolo[1,5-a]pyridin-7-yl}-N-{[2-(cyclohexylmethoxy)phenyl]methyl}-2-methylpyridine-3-carboxamide